6-[8-(1,3-benzothiazol-2-ylcarbamoyl)-3,4-dihydroisoquinolin-2(1H)-yl]-3-{3-[(cyclohexylcarbonyl)(methyl)amino]-2-methylphenyl}pyridine-2-carboxylic acid S1C(=NC2=C1C=CC=C2)NC(=O)C=2C=CC=C1CCN(CC21)C2=CC=C(C(=N2)C(=O)O)C2=C(C(=CC=C2)N(C)C(=O)C2CCCCC2)C